NC1=C(C=CC(=N1)C=1C=C2CN(C(C2=CC1)=O)C1C(NC(CC1)=O)=O)C 3-(5-(6-amino-5-methylpyridin-2-yl)-1-oxoisoindolin-2-yl)piperidine-2,6-dione